C1=CC[C@H]([C@@H](C1)O)O trans-1-cyclohexen-4,5-diol